2-((1r,4r)-4-(2-(4-chloro-1H-pyrazol-3-yl)imidazo[4,5-d]Pyrrolo[2,3-b]Pyridin-1(6H)-yl)cyclohexyl)acetonitrile ClC=1C(=NNC1)C1=NC=2C(=C3C(=NC2)NC=C3)N1C1CCC(CC1)CC#N